CC1=CC=C(C=C1)S(=O)(=O)OC(C)C1=CC=C(C=C1)N1N=C(C=C1)[N+](=O)[O-] 1-[4-(3-nitropyrazol-1-yl)phenyl]ethyl 4-methylbenzenesulfonate